[C-]#N.C(CCCCCCC)[NH+]1C=C(C=C1)CCCC 1-Octyl-3-butylpyrrolium cyanid